C1(CCCCC1)C(=O)NC=1N=C2N(C(=CC=C2)C=2C=C(C=CC2O)C2=CC=C(O2)P(O)(O)=O)C1 (5-(3-(2-(cyclohexanecarboxamido)imidazo[1,2-a]pyridin-5-yl)-4-hydroxyphenyl)furan-2-yl)phosphonic acid